2-(4-((4-(3-((1S,4S)-2,5-diazabicyclo[2.2.1]heptan-2-yl)-4-fluorophenyl)-1H-1,2,3-triazol-1-yl)methyl)-3-fluorophenyl)-5-(difluoromethyl)-1,3,4-oxadiazole [C@@H]12N(C[C@@H](NC1)C2)C=2C=C(C=CC2F)C=2N=NN(C2)CC2=C(C=C(C=C2)C=2OC(=NN2)C(F)F)F